FC1(CN(CC=C1C=1C=NN(C1)C)C(=O)OC(C)(C)C)F tert-butyl 3,3-difluoro-4-(1-methyl-1H-pyrazol-4-yl)-3,6-dihydropyridine-1(2H)-carboxylate